NC=1NC(C=2N=CN(C2N1)[C@@H]1C([C@@H]([C@H](C1)O)CO)=C)=O 2-amino-9-[(1S,3R,4S)-4-hydroxy-3-hydroxymethyl-2-methylenecyclopentyl]-1,9-Dihydro-6H-purin-6-one